C(C)(C)(C)NC1=CC=C(C=C1)C N-(tert-butyl)-4-methylaniline